tert-butyl N-{4-[(E)-2-{7-oxo-5H,6H,8H-imidazo[1,2-a]pyrimidin-2-yl}ethenyl]-1,3-thiazol-2-yl}carbamate O=C1NC=2N(CC1)C=C(N2)/C=C/C=2N=C(SC2)NC(OC(C)(C)C)=O